amino-(5R)-(N'-cyclopropanecarbonylhydrazinecarbonyl)-piperidine NC1N(CCCC1)C(=O)NNC(=O)C1CC1